sodium di-n-butyldithiocarbamate C(CCC)N(C([S-])=S)CCCC.[Na+]